(S)-N-(2-methoxy-5-(4-(trifluoromethyl)-phenoxy)phenyl)-5-oxopyrrolidine-2-carboxamide COC1=C(C=C(C=C1)OC1=CC=C(C=C1)C(F)(F)F)NC(=O)[C@H]1NC(CC1)=O